N1=CN=C2NC=NC2=C1C=1C(=NC=CC1)NC=1C=C(C=CC1C)NC(C[C@@H]1C[C@H](OCC1)C(F)(F)F)=O N-(3-((3-(9H-purin-6-yl)pyridin-2-yl)amino)-4-methylphenyl)-2-((2S,4S)-2-(trifluoromethyl)tetrahydro-2H-pyran-4-yl)acetamide